C(C)C1(C(N2N(C(CN=C2C)=O)C1=O)=O)CC 7,7-diethyl-1-methyl-6H-pyrazolo[1,2-a][1,2,4]triazine-4,6,8(3H,7H)-trione